1-(4-fluorophenyl)-5-iodo-indazole FC1=CC=C(C=C1)N1N=CC2=CC(=CC=C12)I